ClC1=NC=C(C(=N1)NC1CC1)C(F)(F)F 2-chloro-N-cyclopropyl-5-(trifluoromethyl)pyrimidin-4-amine